C(#N)C1(CCOCC1)CNC1=C(C=C(C=C1)S(=O)(=O)NC(C1=C(C=CC=C1)N1C2=C(OCCC1)N=C1C(=C2)C=CN1)=O)[N+](=O)[O-] N-((4-(((4-cyanotetrahydro-2H-pyran-4-yl)methyl)amino)-3-nitrophenyl)sulfonyl)-2-(3,4-dihydro-2H-pyrrolo[3',2':5,6]pyrido[2,3-b][1,4]oxazepin-1(7H)-yl)benzamide